N-[(2-amino-3-chloroquinolin-7-yl)methyl]-6-(1-cyanocyclopropyl)-N-(4-fluoro-2-methanesulfonylphenyl)pyridine-3-carboxamide NC1=NC2=CC(=CC=C2C=C1Cl)CN(C(=O)C=1C=NC(=CC1)C1(CC1)C#N)C1=C(C=C(C=C1)F)S(=O)(=O)C